BrC=1C=CN2N=CN=C(C21)NC2CCC(CC2)N2CCN(CC2)C(=O)OC(C)(C)C Tert-butyl 4-[4-[(5-bromopyrrolo[2,1-f][1,2,4]triazin-4-yl)amino]cyclohexyl]piperazine-1-carboxylate